FC1=CC2=C(SC=C2CC(=O)N)C=C1 2-(5-Fluorobenzo[b]thiophen-3-yl)acetamide